ClC1=NN(C=C1C1=NC=CC(=N1)NC=1N=CC2=C(C=CC(=C2C1)C(C)C)N1[C@@H]([C@H](C1)CS(=O)(=O)C)C)CCN(C)C N-(2-(3-Chloro-1-(2-(dimethylamino)ethyl)-1H-pyrazol-4-yl)pyrimidin-4-yl)-5-isopropyl-8-((2R,3S)-2-methyl-3-((methanesulfonyl)methyl)azetidin-1-yl)isoquinolin-3-amine